BrC1=C2C=CN(C(C2=CN=C1)=O)CC=1N=C2N(C=C(C=C2)CN2CC3OC(C2)C3)C1 5-bromo-2-{[6-({6-oxa-3-azabicyclo[3.1.1]heptan-3-yl}methyl)imidazo[1,2-a]pyridin-2-yl]methyl}-1,2-dihydro-2,7-naphthyridin-1-one